C(C1=CC=CC=C1)OC(=O)N1CCN(CC1)CCCCC(=O)N(CC1=CC(=CC=C1)OC)CC1=CC(=CC=C1)OC 4-(5-(bis(3-methoxybenzyl)amino)-5-oxopentyl)piperazine-1-carboxylic acid benzyl ester